(3R)-4-[2-tert-butoxy-6-[4-tetrahydrofurane-3-ylsulfonyl-2-(trifluoromethyl)piperazin-1-yl]-4-pyridinyl]-3-methyl-morpholine C(C)(C)(C)OC1=NC(=CC(=C1)N1[C@@H](COCC1)C)N1C(CN(CC1)S(=O)(=O)C1COCC1)C(F)(F)F